D-(+)-α-methylbenzylamine C[C@H](C1=CC=CC=C1)N